((S)-1-((R)-4-morpholino-4-oxo-2-(pyrazine-2-carboxamido)butanamido)-4-phenylbutyl)boronic acid O1CCN(CC1)C(C[C@H](C(=O)N[C@H](CCCC1=CC=CC=C1)B(O)O)NC(=O)C1=NC=CN=C1)=O